[B]=O.[Li] lithium-boron oxide